trinitrobenzenesulphonic acid [N+](=O)([O-])C1=C(C(=C(C=C1)S(=O)(=O)O)[N+](=O)[O-])[N+](=O)[O-]